ClC1=C(C(=CC=2C(CCCC12)=O)C#N)OCCCl 4-chloro-3-(2-chloroethoxy)-8-oxo-5,6,7,8-tetrahydronaphthalene-2-carbonitrile